(12R)-13-ethyl-12-methyl-12,13,16,17,18,19,20,21-octahydro-6,23-(azeno)-11,7-(metheno)imidazo[2,1-c][1,4,13,15]oxatriazacyclohenicosin-14(15H)-one C(C)N1[C@@H](C=2C=CC=C(C3=CN4C(C(OCCCCCCNC1=O)=N3)=NC=C4)C2)C